CC1=NC(=NC(=C1)C)CN1C(=NC2=NC=C(C=C21)C=2C=CN1N=CN=C(C12)OC)C 1-((4,6-dimethylpyrimidin-2-yl)methyl)-6-(4-methoxypyrrolo[2,1-f][1,2,4]triazin-5-yl)-2-methyl-1H-imidazo[4,5-b]pyridine